OC=1C=C(C=CC1OC1=CC=C(C=C1)O)/C=C/C(C)=O (E)-4-(3-hydroxy-4-(4-hydroxyphenoxy)phenyl)but-3-en-2-one